C1(=CC=CC2=CC=CC=C12)OCC1CO1 3-Naphthoxypropylene oxide